C1(CC1)C1=C(C=CC=C1F)CCC[C@H]1C[C@@H]2N(CCN(C2)C=2N=NC(=CC2)C)C1=O (7S,8aS)-7-(3-(2-cyclopropyl-3-fluorophenyl)propyl)-2-(6-methylpyridazin-3-yl)hexahydropyrrolo[1,2-a]pyrazin-6(2H)-one